2,2,3,3-Tetrafluoro-2,3-dihydro-1,4-benzodioxin-6,7-diamin FC1(C(OC2=C(O1)C=C(C(=C2)N)N)(F)F)F